C(C)(C)(C)OC(=O)N1CCC(C1)O 4-hydroxy-pyrrolidine-1-carboxylic acid tert-butyl ester